NC1=NN(C=C1C(=O)OCC)C=C Ethyl 3-amino-1-vinyl-1H-pyrazole-4-carboxylate